FC([C@H](CO)NC(OCC1=CC=CC=C1)=O)F Benzyl (S)-(1,1-difluoro-3-hydroxypropan-2-yl)carbamate